di([1,1'-biphenyl]-4-yl)phosphorus fluoride C1(=CC=C(C=C1)P(C1=CC=C(C=C1)C1=CC=CC=C1)F)C1=CC=CC=C1